ClCCN1CC2=CC=CC=C2C=C1 2-(2-chloroethyl)isoquinoline